OC(C1=C(C=CO1)C)=O alpha-hydroxy-methylfurfural